C1(CC1)C=1C=C(C=2N(C1)C=C(N2)CNC2=CC=C1C(=CC(=NC1=C2)[C@@H]2[C@H](C2)C2=NC=CC(=N2)C)COC)N2C(N(C(C2)=O)C)=O |o1:24,25| (6-cyclopropyl-2-(((4-(methoxymethyl)-2-((1S*,2S*)-2-(4-methylpyrimidin-2-yl)cyclopropyl)quinolin-7-yl)amino)methyl)imidazo[1,2-a]pyridin-8-yl)-3-methylimidazolidine-2,4-dione